C(CCCCCCCCCCCCCCCCCCCCC)(=O)O.C(CCCCCCCCCCCCCCCCCCCCC)(=O)O.OCC(O)CO glycerine dibehenate